C(#N)C1=CC=C(CCN[C@H](C(=O)C2=CNC3=CC(=CC=C23)C(=O)NCC(F)(F)F)C2=CC=CC=C2)C=C1 |r| (S)- and (R)-3-(2-((4-cyanophenethyl)amino)-2-phenylacetyl)-N-(2,2,2-trifluoroethyl)-1H-indole-6-carboxamide